N-(5-(cyclobutanecarbonyl)-6-((2,3',5'-trifluoro-[1,1'-biphenyl]-3-yl)methyl)-5-azaspiro[2.4]heptan-7-yl)methanesulfonamide C1(CCC1)C(=O)N1CC2(CC2)C(C1CC=1C(=C(C=CC1)C1=CC(=CC(=C1)F)F)F)NS(=O)(=O)C